N1(CCC1)C1=C(C=CC(=C1)C(=O)OC)[C@@H]1CC2(CC(C2)(F)F)CCN1CC1=C2C=CN(C2=C(C=C1OC)C)C(=O)OC(C)(C)C tert-butyl 4-{[(6S)-6-[2-(azetidin-1-yl)-4-(methoxycarbonyl)phenyl]-2,2-difluoro-7-azaspiro[3.5]nonan-7-yl]methyl}-5-methoxy-7-methylindole-1-carboxylate